COC1=NC=NC(=C1)C[C@H]1CNCC1 (S)-4-methoxy-6-(pyrrolidin-3-ylmethyl)pyrimidine